2-amino-N-(4-chlorophenyl)-5,6-dihydro-4H-cyclopenta[b]thiophene-3-carboxamide C1CC2=C(C1)SC(=C2C(=O)NC3=CC=C(C=C3)Cl)N